BrC1=CC=C(C=C1)[C@@H](C)[C@]1(C(NC[C@@H]1CO[Si](C)(C)C(C)(C)C)=O)C (3R,4R)-3-[(1R)-1-(4-bromophenyl)ethyl]-4-[[tert-butyl(dimethyl)silyl]oxymethyl]-3-methyl-pyrrolidin-2-one